FC=1C=CC=C2C=C(N(CC12)CC1=CC=C(C=C1)OC)C=C 8-fluoro-2-(4-methoxybenzyl)-3-vinylisoquinoline